tert-butyl 3-[[2-[2-[3-(N'-acetoxycarbamimidoyl)phenyl]-1-(benzenesulfonamido)ethyl]-1,3-benzothiazol-6-yl]oxy]azetidine-1-carboxylate C(C)(=O)ON=C(N)C=1C=C(C=CC1)CC(NS(=O)(=O)C1=CC=CC=C1)C=1SC2=C(N1)C=CC(=C2)OC2CN(C2)C(=O)OC(C)(C)C